BrC=1C(=NC(=NC1)NC1=CC2=C(N(C(=N2)C(F)(F)F)C)C=C1)NC1=C(C=CC=C1)S(=O)(=O)C 5-bromo-N4-(2-methylsulfonylphenyl)-N2-[1-methyl-2-(trifluoromethyl)benzimidazol-5-yl]pyrimidine-2,4-diamine